trimethyl-(4-vinylphenyl)stannane C[Sn](C1=CC=C(C=C1)C=C)(C)C